C[C@H]1C[C@H](N(CC1)C(=O)NC\C=C\S(=O)(=O)C)C1=CC=CC=C1 (2s,4r)-4-methyl-N-((E)-3-(methylsulfonyl)allyl)-2-phenylpiperidine-1-carboxamide